tetraethylammonium difluorosulfimide salt FS(=N)F.C(C)[N+](CC)(CC)CC